1-(4-(aminomethyl)-1-oxo-1,2-dihydrophthalazin-6-yl)-N-((5-(1-methyl-1H-pyrazol-5-yl)pyridin-2-yl)methyl)-N-(5,6,7,8-tetrahydroquinolin-8-yl)cyclopropane-1-carboxamide NCC1=NNC(C2=CC=C(C=C12)C1(CC1)C(=O)N(C1CCCC=2C=CC=NC12)CC1=NC=C(C=C1)C1=CC=NN1C)=O